ClC1=C2N(C(C(=C1)NC1=NC=NC=C1)=O)C(NC2=O)(C#CC)C 8-chloro-3-methyl-3-(prop-1-yn-1-yl)-6-(pyrimidin-4-ylamino)-2,3-dihydroimidazo[1,5-a]pyridine-1,5-dione